2-(5-(2-bromoacetyl)thiophen-2-yl)-2-methylmorpholin-3-one BrCC(=O)C1=CC=C(S1)C1(C(NCCO1)=O)C